C(C)(C)OC1=CC(=CC(=N1)N1N=CC=2C(=NC(=CC21)C=2C=NC=CC2OC)C)N2[C@@H]([C@H](C2)CS(=O)(=O)C)C 1-(6-Isopropoxy-4-((2R,3S)-2-methyl-3-((methylsulfonyl)methyl)azetidin-1-yl)pyridin-2-yl)-6-(4-methoxypyridin-3-yl)-4-methyl-1H-pyrazolo[4,3-c]pyridine